CC1=CC=C(CNC(C2=CC(=CC=C2)NC2=NN3C(=NC4=CC=CC=C4C3=O)S2)=O)C=C1 N-(4-methylbenzyl)-3-((5-oxo-5H-[1,3,4]thiadiazolo[2,3-b]quinazolin-2-yl)amino)benzamide